C(C)C1=CC(=CC=2N(C=NC21)C=2C=CC(=NC2)NC(OC)=O)C(N(C)C2=CC(=C(C=C2)F)OC)=O methyl N-[5-[4-ethyl-6-[(4-fluoro-3-methoxy-phenyl)-methyl-carbamoyl]benzimidazol-1-yl]-2-pyridyl]carbamate